C(C)(C)(C)N(C(O)=O)CC1=CC=C(C=C1)OCC1=CC2=C(OCCC3=C2SC=C3)C=C1Cl.C=C1C=CC(CC1)C1=CC=CC=C1 (4-methylenecyclohex-2-enyl)benzene tertbutyl-(4-((8-chloro-4,5-dihydrobenzo[b]thieno[2,3-d]oxepin-9-yl)methoxy)benzyl)carbamate